CC1=CC(=C(S1)NC1=C(C=CC=C1)[N+](=O)[O-])C#N 5-Methyl-2-((2-nitrophenyl)amino)-3-thiophenecarbonitrile